ammonium lauryl sulfate S(=O)(=O)(OCCCCCCCCCCCC)[O-].[NH4+]